tert-Butyl N-[(2R,3R)-1-[2-[(7S)-3,7-dimethyl-4,5,6,7-tetrahydroindazol-2-yl]acetyl]-2-(3-methoxy-2-methyl-phenyl)pyrrolidine-3-yl]carbamate CC=1N(N=C2[C@H](CCCC12)C)CC(=O)N1[C@@H]([C@@H](CC1)NC(OC(C)(C)C)=O)C1=C(C(=CC=C1)OC)C